CC(C(C)C)N1N=CC(=C1C)C(=O)N(C1=CN=NC=C1)CC 1-[1,2-dimethylpropyl]-N-ethyl-5-methyl-N-pyridazin-4-yl-1H-pyrazole-4-carboxamide